3-((1-oxo-6-(phenylsulfonyl)phthalazin-2(1H)-yl)methyl)-1-(tetrahydro-2H-pyran-2-yl)-1H-pyrazole-4-carboxamide O=C1N(N=CC2=CC(=CC=C12)S(=O)(=O)C1=CC=CC=C1)CC1=NN(C=C1C(=O)N)C1OCCCC1